4-(1-(2-(3-heptylureido)-3-(hexylamino)-3-oxopropyl)-1H-imidazol-4-yl)benzoic acid C(CCCCCC)NC(NC(CN1C=NC(=C1)C1=CC=C(C(=O)O)C=C1)C(=O)NCCCCCC)=O